Methyl (S)-3-((S)-2-((tert-butoxycarbonyl)amino)-4-methylpent-4-enamido)-3-(2'-methyl-6'-(pent-4-en-1-yloxy)-[1,1'-biphenyl]-3-yl)propanoate C(C)(C)(C)OC(=O)N[C@H](C(=O)N[C@@H](CC(=O)OC)C=1C=C(C=CC1)C1=C(C=CC=C1OCCCC=C)C)CC(=C)C